O.Cl.CC1=CC=C(C(N1)=O)C#N 6-methyl-2-oxo-3-pyridinecarbonitrile hydrochloride monohydrate